5-(((2R,3R)-2-(benzyloxy)pentan-3-yl)oxy)-3-chloro-2-methylpyrazine C(C1=CC=CC=C1)O[C@H](C)[C@@H](CC)OC=1N=C(C(=NC1)C)Cl